C(CCCCCCCC(=O)O)(=O)O.OC(C[N+](C)(C)C)CC([O-])=O Carnitine azelate